4-chloro-6-(4-isopropylpiperazin-1-yl)-2-methylpyrido[2,3-d]pyrimidin-7(8H)-one ClC=1C2=C(N=C(N1)C)NC(C(=C2)N2CCN(CC2)C(C)C)=O